CC1=CC(=NN1)NC1=CC(=NC=N1)C(=O)N 6-((5-methyl-1H-pyrazol-3-yl)amino)pyrimidine-4-carboxamide